(1-fluorocyclopropyl)methyl cis-2-(biphenyl-3-ylmethyl)-3-((methylsulfonyl)amino)pyrrolidine-1-carboxylate C1(=CC(=CC=C1)C[C@@H]1N(CC[C@@H]1NS(=O)(=O)C)C(=O)OCC1(CC1)F)C1=CC=CC=C1